[Mg+2].C(C)(=O)[O-].[Zn+2].C(C)(=O)[O-].C(C)(=O)[O-].C(C)(=O)[O-] zinc acetate, magnesium salt